CN1CC(OB(OC(C1)=O)CC=CCC)=O 5-(6-methyl-4,8-dioxo-1,3,6,2-dioxazaborocan-2-yl)pent-3-en